ClC=1C(=NC(=NC1)N[C@H]1CN(CCC1)C=1C2=C(N=CN1)CN(CC2)C(=O)OC(C)(C)C)C2=CNC1=NC=CC=C12 tert-butyl (R)-4-(3-((5-chloro-4-(1H-pyrrolo[2,3-b]pyridin-3-yl) pyrimidin-2-yl) amino) piperidin-1-yl)-5,8-dihydropyrido[3,4-d]pyrimidine-7(6H)-carboxylate